(S)-N-(2-(2-fluorophenyl)propan-2-yl)-2-(1-methylpyrrolidin-2-yl)acetamide FC1=C(C=CC=C1)C(C)(C)NC(C[C@H]1N(CCC1)C)=O